ClC=1C=CC2=C([C@@H](C[C@@H](O2)C(=O)NC23CC(C2)(C3)NC(COC=3C=NC(=CC3)C(F)(F)F)=O)O)C1 (2R,4R)-6-chloro-4-hydroxy-N-[3-(2-{[6-(trifluoromethyl)pyridin-3-yl]oxy}acetamido)bicyclo[1.1.1]pentan-1-yl]-3,4-dihydro-2H-1-benzopyran-2-carboxamide